C1(CCCC12CCNCC2)NC(OC(C)(C)C)=O tert-butyl N-{8-azaspiro[4.5]decan-1-yl}carbamate